[C@H](C)(CC)CS(=O)(=O)[O-] (S)-sec-butylmethanesulfonate